COC1=CC(=C(C=C1)C1=C(C=CC=C1)[Se]C1=CC=CC=C1)[Se]C1=CC=CC=C1 (4-methoxy-[1,1'-biphenyl]-2,2'-diyl)bis(phenylselenium)